tert-butyl (10R)-8-bromo-4-(1,1-dimethyl-3H-2-benzofuran-5-yl)-10-methyl-7-oxo-1,3,5,6-tetraazatricyclo[7.3.0.0^{2,6}]dodeca-2,4,8-triene-12-carboxylate BrC=1C(N2N=C(N=C2N2C(C[C@H](C12)C)C(=O)OC(C)(C)C)C1=CC2=C(C(OC2)(C)C)C=C1)=O